CS(=O)(=O)O[C@H](CCC#N)C1=CC(=C(C=C1)F)F (R)-1-(3,4-difluorophenyl)-3-cyano-propyl methanesulfonate